BrC(C(=O)C1=CC=C(C=C1)NC(C)=O)C N-[4-(2-bromopropionyl)phenyl]acetamide